C(#N)C1=C2CCN(CC2=CC=C1CC(=O)OC(C)(C)C)C(C(F)(F)F)=O tert-butyl 2-[5-cyano-2-(2,2,2-trifluoroacetyl)-3,4-dihydro-1H-isoquinolin-6-yl]acetate